1-[(2R,4S)-4-[4-Amino-3-[2-(4,6-difluoro-1-methyl-1,3-benzodiazol-5-yl)ethynyl]pyrazolo[3,4-d]pyrimidin-1-yl]-2-[(2H3)methoxymethyl]pyrrolidin-1-yl]prop-2-en-1-one NC1=C2C(=NC=N1)N(N=C2C#CC2=C(C1=C(N(C=N1)C)C=C2F)F)[C@H]2C[C@@H](N(C2)C(C=C)=O)COC([2H])([2H])[2H]